5-((2-((difluoromethyl)sulfonyl)ethyl)amino)-3-methyl-8-(4-(trifluoromethyl)phenyl)pyrido[4,3-d]pyrimidin-4(3H)-one FC(S(=O)(=O)CCNC1=NC=C(C=2N=CN(C(C21)=O)C)C2=CC=C(C=C2)C(F)(F)F)F